trans-3-tetradecene-1,14-dicarboxylic anhydride C1C\C=C\CCCCCCCCCCC(=O)OC1=O